triethoxysilan methyl-2-(aminomethyl)-3-chloro-5-methylbenzofuran-7-carboxylate COC(=O)C1=CC(=CC=2C(=C(OC21)CN)Cl)C.C(C)O[SiH](OCC)OCC